C1(CC1)C1=NC=NC(=C1C1=NN2C(N(C(CC2)=O)CC2=CC(=C(C=C2)C=2N(C=C(N2)C(F)(F)F)C)F)=C1)OC 2-(4-cyclopropyl-6-methoxypyrimidin-5-yl)-4-(3-fluoro-4-(1-methyl-4-(trifluoromethyl)-1H-imidazol-2-yl)benzyl)-6,7-dihydropyrazolo[1,5-a]pyrimidin-5(4H)-one